2-(2-(benzo[d][1,3]dioxol-5-yl)ethyl)benzoic acid O1COC2=C1C=CC(=C2)CCC2=C(C(=O)O)C=CC=C2